2-(diethoxyphosphoryl)-3-(3-(1-(4-((trifluoromethyl)thio)phenyl)cyclopropyl)-1,2,4-oxadiazol-5-yl)propanoic acid C(C)OP(=O)(OCC)C(C(=O)O)CC1=NC(=NO1)C1(CC1)C1=CC=C(C=C1)SC(F)(F)F